CN1CCC(=CC1)C=1C=CC(=C(C1)[Pd])OC(F)(F)F (5-(1-methyl-1,2,3,6-tetrahydropyridin-4-yl)-2-(trifluoromethoxy)phenyl)Palladium